9-(cis-4-tert-butylcyclohexyl)-2-(pyridin-4-yl)-9H-purin-6-amine C(C)(C)(C)[C@H]1CC[C@H](CC1)N1C2=NC(=NC(=C2N=C1)N)C1=CC=NC=C1